N1CCC(CC1)C1=NC=C(C=C1)B(O)O 2-(piperidin-4-yl)pyridine-5-boronic acid